2-[1-[(2R)-2-(2-carbamoylphenyl)-2-(oxacyclohex-4-yloxy)ethyl]-5-methyl-6-(1,3-oxazol-2-yl)-2,4-dioxo-1H,2H,3H,4H-thieno[2,3-d]pyrimidin-3-yl]-2-methylpropionic acid C(N)(=O)C1=C(C=CC=C1)[C@H](CN1C(N(C(C2=C1SC(=C2C)C=2OC=CN2)=O)C(C(=O)O)(C)C)=O)OC2CCOCC2